N-propyl oxamate CCCNC(=O)C(=O)[O-]